tert-Butyl N-tert-butoxycarbonyl-N-[3-[[2-chloro-5-[[(1R,3R)-2,2-dichloro-3-[3-(trifluoromethyl)phenyl]cyclopropanecarbonyl]amino]benzoyl]amino]-2,6-difluoro-phenyl]carbamate C(C)(C)(C)OC(=O)N(C(OC(C)(C)C)=O)C1=C(C(=CC=C1F)NC(C1=C(C=CC(=C1)NC(=O)[C@@H]1C([C@H]1C1=CC(=CC=C1)C(F)(F)F)(Cl)Cl)Cl)=O)F